9,9''-diphenyl-9H,9'H,9''H-3,3':6',3''-tercarbazole C1(=CC=CC=C1)N1C2=CC=CC=C2C=2C=C(C=CC12)C=1C=CC=2NC3=CC=C(C=C3C2C1)C=1C=CC=2N(C3=CC=CC=C3C2C1)C1=CC=CC=C1